ClC=1C=C(C=C(C1CC1=NN(C(C=C1)=O)C1=CC(=CC=C1)C#N)Cl)N1N=C(C(NC1=O)=O)C#N 2-(3,5-Dichloro-4-((1-(3-cyanophenyl)-6-oxo-1,6-dihydropyridazin-3-yl)methyl)phenyl)-3,5-dioxo-2,3,4,5-tetrahydro-1,2,4-triazine-6-carbonitrile